[C@@H]1([C@H](O)[C@H](O)[C@@H](O)[C@@H](O1)C)OC[C@@H]1[C@H]([C@@H]([C@H]([C@H](OCC2=CC=CC=C2)O1)O)O)O Benzyl 6-O-(6-deoxy-alpha-L-mannopyranosyl)-beta-D-glucopyranoside